C(#N)C1=NNC=C1C#CC#CCC(O)(C=1C(N(C(=CC1)C)C)=O)C1=CC(=CC(=C1)F)F 3-Cyano-4-(6-(3,5-difluorophenyl)-6-(1,6-dimethyl-2-oxo-1,2-dihydropyridin-3-yl)-6-hydroxyhex-1,3-diyn-1-yl)pyrazole